[Ag+].C(C)C1=CC=C(C=C1)S 4-ethyl-benzenethiol silver (i)